The molecule is an anionic ceramide phosphoinositol compound having a tetracosanoyl group attached to the ceramide nitrogen, no hydroxylation at C-4 of the long-chain base, and hydroxylation at C-2 of the very-long-chain fatty acid. Major species at pH 7.3. It is a conjugate base of an Ins-1-P-Cer(d18:0/2-OH-24:0). CCCCCCCCCCCCCCCCCCCCCC[C@@H](C(=O)N[C@@H](COP(=O)([O-])OC1[C@@H]([C@H](C([C@H]([C@H]1O)O)O)O)O)[C@@H](CCCCCCCCCCCCCCC)O)O